(3S)-3-[1-oxo-5-[4-[[1-[4-(3,8,9,10-tetrahydrocyclohepta[e]indazol-6-yl)phenyl]-4-piperidyl]methyl]piperazin-1-yl]isoindolin-2-yl]piperidine-2,6-dione O=C1N(CC2=CC(=CC=C12)N1CCN(CC1)CC1CCN(CC1)C1=CC=C(C=C1)C1=CCCCC=2C=3C=NNC3C=CC21)[C@@H]2C(NC(CC2)=O)=O